NC=1C(=NN(C1)CCOCCOCCNC(OCC[Si](C)(C)C)=O)OC 2-trimethylsilylethyl N-[2-[2-[2-(4-amino-3-methoxy-pyrazol-1-yl)ethoxy]ethoxy]ethyl]carbamate